2-hydroxy-2-methyl-6-methylamino-6-(3-(trifluoromethoxy)phenyl)cyclohexan-1-one hydrochloride Cl.OC1(C(C(CCC1)(C1=CC(=CC=C1)OC(F)(F)F)NC)=O)C